3-methyl-5-(((2-(trifluoromethyl)pyridin-3-yl)oxy)methyl)piperidine-1-carboxylate CC1CN(CC(C1)COC=1C(=NC=CC1)C(F)(F)F)C(=O)[O-]